C(C)(C)(C)OC(=O)N1CC(C1)SC1=NON=C1C1=NOC(N1C1=CC(=C(C=C1)F)Br)=O 3-((4-(4-(3-bromo-4-fluorophenyl)-5-oxo-4,5-dihydro-1,2,4-oxadiazol-3-yl)-1,2,5-oxadiazol-3-yl)thio)azetidine-1-carboxylic acid tert-butyl ester